FC1=C(C=CC(=C1F)C=1C=NNC1)N1C2CN(CC1CC2)C(=O)N2CCCC2 (8-(2,3-difluoro-4-(1H-pyrazol-4-yl)phenyl)-3,8-diazabicyclo[3.2.1]octan-3-yl)(pyrrolidin-1-yl)methanone